N1=CC(=CC=C1)C(=O)OCC#C 3-pyridinecarboxylic acid, 2-propynyl ester